D-2-HYDROXYGLUTARATE O[C@@H](C(=O)[O-])CCC(=O)[O-]